3-fluoro-9-(oxiran-2-ylmethyl)-9H-carbazole FC=1C=CC=2N(C3=CC=CC=C3C2C1)CC1OC1